N,N-di-2-naphthyl-para-phenylenediamine C1=C(C=CC2=CC=CC=C12)N(C1=CC=C(C=C1)N)C1=CC2=CC=CC=C2C=C1